methyl 4-(1-(N-(tert-butoxycarbonyl)-O-(cyclohexylmethyl)-L-threonyl)piperidin-4-yl)benzoate C(C)(C)(C)OC(=O)N[C@@H]([C@H](OCC1CCCCC1)C)C(=O)N1CCC(CC1)C1=CC=C(C(=O)OC)C=C1